2-fluoro-1'-[(5-fluoro-2-methyl-3-oxo-4H-quinoxalin-6-yl)methyl]-N-methyl-3',6'-dihydro-2'H-[3,4'-bipyridine]-6-carboxamide FC1=NC(=CC=C1C=1CCN(CC1)CC=1C(=C2NC(C(=NC2=CC1)C)=O)F)C(=O)NC